tert-butyl (R)-2-(((5-cyclohexylpyridin-2-yl)methyl)(4-methoxyphenyl)carbamoyl)azetidine-1-carboxylate C1(CCCCC1)C=1C=CC(=NC1)CN(C(=O)[C@@H]1N(CC1)C(=O)OC(C)(C)C)C1=CC=C(C=C1)OC